4-(cycloheptyloxy)-2-(4-fluorophenylvinyl)-6-hydroxybenzoate C1(CCCCCC1)OC1=CC(=C(C(=O)[O-])C(=C1)O)C=CC1=CC=C(C=C1)F